2-bromo-N-cyclopropyl-7-hydroxy-4-neopentyl-5-oxo-4,5-dihydropyrazolo[1,5-a]pyrimidine-6-carboxamide BrC1=NN2C(N(C(C(=C2O)C(=O)NC2CC2)=O)CC(C)(C)C)=C1